ClC1=CC(=C(C=C1C)O)C=1C(=NC=CC1)OC 4-chloro-2-(2-methoxy-3-pyridyl)-5-methyl-phenol